(R)-3-((S)-1-(tert-butoxy)-3-(8-(hydroxymethyl)-2,3-dihydrobenzo[b][1,4]dioxin-6-yl)-1-oxopropan-2-yl)pyrrolidine-1-carboxylic acid tert-butyl ester C(C)(C)(C)OC(=O)N1C[C@H](CC1)[C@@H](C(=O)OC(C)(C)C)CC1=CC2=C(OCCO2)C(=C1)CO